S1C(=CC=C1)CC(=O)N 2-(thiophen-2-yl)-acetamide